5-[tert-butyl-(dimethyl)silyl]oxy-2-chloro-aniline C(C)(C)(C)[Si](OC=1C=CC(=C(N)C1)Cl)(C)C